4-(isopropylamino)-7-methyl-6-(1H-pyrazol-4-yl)quinoline-3-carboxamide C(C)(C)NC1=C(C=NC2=CC(=C(C=C12)C=1C=NNC1)C)C(=O)N